ClC=1C=C(CN2N=C3N(CCCC3)C2=O)C=CC1C(F)(F)F (5S)-2-[3-Chloro-4-(trifluoromethyl)benzyl]-3-oxo-2,3,5,6,7,8-hexahydro[1,2,4]triazolo[4,3-a]pyridin